cyclopentane heptenyl-methoxide C(=CCCCCC)C[O-].C1CCCC1